N[C@@H]1C[C@@H](CCC1)CN1C(C2=CC(=C(C=C2C(=C1)Cl)C1=NC=C(C=N1)C(F)(F)F)F)=O 2-(((1R,3S)-3-aminocyclohexyl)methyl)-4-chloro-7-fluoro-6-(5-(trifluoromethyl)pyrimidin-2-yl)isoquinolin-1(2H)-one